1-(3-bromobenzyl)-3-(4-(piperidin-1-ylsulfonyl)phenyl)urea BrC=1C=C(CNC(=O)NC2=CC=C(C=C2)S(=O)(=O)N2CCCCC2)C=CC1